FCOC1=CC=C(C=C1F)O C,5-difluoro-4-methoxyphenol